CC1=CC=C(C=C1)C1CC(N(O1)C)(C)C=1C=NC=CC1 3-[5-(4-methylphenyl)-2,3-dimethyl-isoxazolidin-3-yl]-pyridine